The molecule is a 6-oxo monocarboxylic acid anion and a hydroxy monocarboxylic acid anion. It has a role as a mouse metabolite. It derives from an octa-2,4-dienoate. C1=CC(=CC=C1C(C(=O)/C=C\\C(=C(\\C(=O)O)/[O-])\\Cl)C(Cl)(Cl)Cl)Cl